methyl-farnesoic acid CCC(=CCCC(=CCCC(=CC(=O)O)C)C)C